tert-butyl 4-[6-(2,8-dimethylimidazo[1,2-b]pyridazin-6-yl)-8-fluoro-[1,2,4]triazolo[1,5-a]pyridin-2-yl]piperidine-1-carboxylate CC=1N=C2N(N=C(C=C2C)C=2C=C(C=3N(C2)N=C(N3)C3CCN(CC3)C(=O)OC(C)(C)C)F)C1